CN(C1=CC(=C(C=C1)OC)NC([C@H]1N(C[C@@H](C1)O)C(=O)OC(C)(C)C)=O)C1=CC(OC2=CC=CC=C12)=O 4-(N-methyl-N-(3-(N-Boc-L-hydroxyprolineylamino)-4-methoxyphenyl)-amino)coumarin